NC1=CC(=NN1C1=CC=C(C=N1)CNC1=C2N=CN(C2=NC(=N1)NCCO)CC)C 2-((6-(((6-(5-amino-3-methyl-1H-pyrazol-1-yl)pyridin-3-yl)methyl)amino)-9-ethyl-9H-purin-2-yl)amino)ethan-1-ol